Cl.C(#N)C1CCN(CC1)CCCOC=1C=C(C=CC1C(=O)NC1=CC(=C(C=C1)O)NS(=O)(=O)C)C1=CC=C(C=C1)C(F)(F)F 3-(3-(4-Cyanopiperidin-1-yl)propoxy)-N-(4-hydroxy-3-(methylsulfonylamino)phenyl)-4'-(trifluoromethyl)-[1,1'-biphenyl]-4-carboxamide hydrochloride